CS(=O)(=O)N1CCN(CC1)C(=O)C=1C=NC2=CC(=CC=C2C1C1=CC=C(C=C1)C1(CC1)C#N)B1OC(C(O1)(C)C)(C)C 1-[4-[3-(4-methylsulfonylpiperazine-1-carbonyl)-7-(4,4,5,5-tetramethyl-1,3,2-dioxaborolan-2-yl)-4-quinolyl]phenyl]cyclopropanecarbonitrile